[Co](OC#N)OC#N.[Fe].[Na] Sodium iron cobalt cyanate